C(C(=C)C)(=O)OCCCCCCCCCCC Methacryloxyundecane